N-(4-fluoro-5-(4-oxo-3-propyl-3,4-dihydro-quinazolin-6-yl)pyridin-2-yl)pentanamide FC1=CC(=NC=C1C=1C=C2C(N(C=NC2=CC1)CCC)=O)NC(CCCC)=O